P(=O)([O-])([O-])[O-].[Gd+3] gadolinium phosphate salt